FC(C(F)(F)C(C(F)(F)F)OC(C(F)(F)F)C(C(C(F)(F)F)F)(F)F)C(F)(F)F hexafluoropropyltrifluoroethyl ether